Dithio-bis-caprolactam C1(CCCCC(N1)SSC1CCCCC(=O)N1)=O